ClC1([C@@H]2C[C@@H]([C@H](C[C@]12C1=CC(=CC=C1)C(F)(F)F)C(=O)O)C(=O)O)Cl |r| rac-(1S,3S,4S,6R)-7,7-dichloro-1-(3-(trifluoromethyl)phenyl)-bicyclo[4.1.0]heptane-3,4-dicarboxylic acid